Ethyl (S)-3-((tert-butoxycarbonyl)amino)-3-(5-cyclopropyl-4-fluoro-4'-methyl-2'-(((trifluoromethyl)sulfonyl)oxy)-[1,1'-biphenyl]-3-yl)propanoate C(C)(C)(C)OC(=O)N[C@@H](CC(=O)OCC)C=1C=C(C=C(C1F)C1CC1)C1=C(C=C(C=C1)C)OS(=O)(=O)C(F)(F)F